rac-1-(tert-butyl) 3-ethyl (3S,4S)-4-(2-chloro-5-methylphenyl)pyrrolidine-1,3-dicarboxylate ClC1=C(C=C(C=C1)C)[C@@H]1[C@@H](CN(C1)C(=O)OC(C)(C)C)C(=O)OCC |r|